CS1(=NC2=C(C=C1)C=CC=C2)=O 2-methyl-2λ6-benzo[c][1,2]thiazin-2-one